C12CC(CC(CC1)N2)NC=2SC1=C(C=NC(=C1)C=1C=C(C=3N(C1)C=C(N3)C)F)N2 N-[(3-exo)-8-Azabicyclo[3.2.1]oct-3-yl]-6-(8-fluoro-2-methylimidazo[1,2-a]pyridin-6-yl)[1,3]thiazolo[4,5-c]pyridin-2-amin